2,2'-azobis[N-(2-carboxyethyl)-2-Methylpropionamidine] N(=NC(C(=N)NCCC(=O)O)(C)C)C(C(=N)NCCC(=O)O)(C)C